C(C)(C)(C)OC(=O)N1C(CC1)N1CCN(CC1)C1=CC=CC=2N(C(N(C21)C)=O)C2C(NC(CC2)=O)=O {4-[1-(2,6-Dioxopiperidin-3-yl)-3-methyl-2-oxo-1,3-benzodiazol-4-yl]piperazin-1-yl}azetidine-1-carboxylic acid tert-butyl ester